ClC=1C(=C(C=CC1)O)C1=NC(=NC(=C1)N1CCC(CC1)CO)C=1C=NC=CC1 chloro-2-(6-(4-(hydroxymethyl)piperidin-1-yl)-2-(pyridin-3-yl)pyrimidin-4-yl)phenol